FC1=C(C=C(C=C1)[C@@H](C)SC1=NN=CN1C)N1C(C2=CC=CC(=C2C1)C(F)(F)F)=O 2-[2-Fluoro-5-[(1R)-1-[(4-methyl-1,2,4-triazol-3-yl)sulfanyl]ethyl]phenyl]-4-(trifluoromethyl)isoindolin-1-one